FC1=C(C=C(C=C1)OC(F)(F)F)C(C)=O 1-(2-fluoro-5-(trifluoromethoxy)phenyl)ethanone